C1(C=CC=C1)[Ru]C1C=CC=C1 Dicyclopentadienylruthenium